1-((3-((dimethylamino)methyl)-1H-pyrrolo[2,3-b]pyridin-5-yl)methyl)-N-(5-(trifluoromethyl)pyridin-3-yl)indoline-6-carboxamide CN(C)CC1=CNC2=NC=C(C=C21)CN2CCC1=CC=C(C=C21)C(=O)NC=2C=NC=C(C2)C(F)(F)F